C(C)C(C(=O)O)C(CC)C1=CC(=C(C=C1)N(CC(C)C)CC(C)C)NC(=O)NC1=CC=C(C=C1)C.CC1=C(C=CC=C1)NC(=N)NC1=C(C=CC=C1)C 1,3-bis(2-methylphenyl)guanidine ethyl-3-(4-(diisobutylamino)-3-(3-(p-tolyl)ureido)phenyl)pentanoate